tert-butyl 6-(ethylsulfonyl)-1-((4-(trifluoromethoxy) phenyl) carbamoyl)-3,4-dihydroisoquinoline-2(1H)-carboxylate C(C)S(=O)(=O)C=1C=C2CCN(C(C2=CC1)C(NC1=CC=C(C=C1)OC(F)(F)F)=O)C(=O)OC(C)(C)C